CCCCCCCCCC(=O)O[C@H](CC(=O)[O-])C[N+](C)(C)C The molecule is an O-acyl-L-carnitine that is L-carnitine having decanoyl as the acyl substituent. It has a role as a human metabolite. It is an O-decanoylcarnitine and a saturated fatty acyl-L-carnitine.